4-pyridylboronic acid methyliminodiacetate CN(CC(=O)O)CC(=O)O.N1=CC=C(C=C1)B(O)O